2-[(2S)-1-[3-ethyl-7-[[6-[2-[2-[2-(4-piperidyloxy)ethoxy]ethoxy]ethoxy]-3-pyridyl]methylamino]pyrazolo[1,5-a]pyrimidin-5-yl]-2-piperidyl]ethanol C(C)C=1C=NN2C1N=C(C=C2NCC=2C=NC(=CC2)OCCOCCOCCOC2CCNCC2)N2[C@@H](CCCC2)CCO